FC=1C=CC(=C(CN2C(C=3N(CC2)C=C(C3)C3=NC(=NC=C3C)NC3=C(C=CC=C3)C)=O)C1)CO 2-(5-fluoro-2-(hydroxymethyl)benzyl)-7-(5-methyl-2-(o-tolylamino)pyrimidin-4-yl)-3,4-dihydropyrrolo[1,2-a]pyrazin-1(2H)-one